[Cr].N1=C(C=CC=C1)C(=O)N 2-pyridinecarboxamide chromium